NC=1C2=C(N=CN1)N(C(=C2C2=CC=C(C=C2)C(=O)N2CCCC2)C2=CC=C(C=C2)NC(=O)C2NC2)C N-(4-(4-amino-7-methyl-5-(4-(pyrrolidine-1-carbonyl)phenyl)-7H-pyrrolo[2,3-d]pyrimidin-6-yl)phenyl)aziridine-2-carboxamide